C12(CCC(CC1)C2)[Si](OC)(OC)OC Norbornyl-Trimethoxysilane